4-((4-Vinylphenyl)sulfonyl)morpholine C(=C)C1=CC=C(C=C1)S(=O)(=O)N1CCOCC1